CCC(CC)N1N=CC(=C1)C=1C=2N(C=C(N1)C=1C=NN(C1)CC(CCO)O)N=CC2 4-(4-(4-(1-(pentan-3-yl)-1H-pyrazol-4-yl)pyrazolo[1,5-a]pyrazin-6-yl)-1H-pyrazol-1-yl)butane-1,3-diol